[Fe].[As](O)(O)O arsenious acid iron